(2-(cyclohexylmethyl)-2,6-dihydropyrrolo[3,4-c]pyrazol-5(4H)-yl)-N,N-dimethylbenzamide C1(CCCCC1)CN1N=C2C(=C1)CN(C2)C2=C(C(=O)N(C)C)C=CC=C2